C(#N)C1=CC=C(C=C1)N(C1=CC=C(C=C1)C#N)C1=CC=C(C=C1)C#N tri(4-cyanophenyl)amine